D-aspartic acid R-t-butyl ester C(C)(C)(C)OC([C@H](N)CC(=O)O)=O